7-nitro-[1,2,4]triazolo[4,3-a]pyridin-3-ol [N+](=O)([O-])C1=CC=2N(C=C1)C(=NN2)O